FC1C(=CC=C(C1(OC)C1=C(C=CC=C1)C#CC=1C=C2C(=NC1)NN=C2OC)F)NS(=O)(=O)C 2,4-difluoro-3-(((3-methoxy-1H-pyrazolo[3,4-b]pyridin-5-yl)ethynyl)phenyl)-N-(3-methoxyphenyl)methanesulfonamide